BrC=1C=C(C(N(C1)CC1=CC=C(C=C1)OC)=O)C(=O)NC 5-bromo-1-(4-methoxybenzyl)-N-methyl-2-oxo-1,2-dihydropyridine-3-carboxamide